1-Methylpyrrolidine-2,3-dione CN1C(C(CC1)=O)=O